ClC1=C2C=C(C=NC2=NC(=C1)C=1C=C(C=2N(C1)C=C(N2)C)F)N2C[C@H](N([C@H](C2)C)C(=O)OC(C)(C)C)C tert-butyl (2R,6S)-4-(5-chloro-7-{8-fluoro-2-methylimidazo[1,2-a]pyridin-6-yl}-1,8-naphthyridin-3-yl)-2,6-dimethylpiperazine-1-carboxylate